C1(CCC1)C1=CC=C(C=C1)N1N=C2CCNCC3C2=C1CCN3C(=O)OC(C)(C)C tert-butyl 2-(4-cyclobutylphenyl)-2,3,4,5a,6,7,8,9-octahydro-5H-1,2,5,7-tetraazabenzo[cd]azulene-5-carboxylate